2-(3,4-dimethoxyphenyl)-N-(3-(dimethylamino)propyl)-1-((1r,3s)-3-(methylcarbamoyl)cyclobutyl)-1H-benzo[d]imidazole-6-carboxamide COC=1C=C(C=CC1OC)C1=NC2=C(N1C1CC(C1)C(NC)=O)C=C(C=C2)C(=O)NCCCN(C)C